Salicylic acid O-acetyl-4-hydroxybutyl ester C(C)(=O)OCCCCOC(C=1C(O)=CC=CC1)=O